FC(OC1=CC=C(C=C1)S(=O)(=O)Cl)(F)F p-trifluoromethoxy-benzenesulfonyl chloride